4-bromo-5-[[(2S)-2-methyl-1,4-diazepan-1-yl]sulfonyl]isoquinoline BrC1=CN=CC2=CC=CC(=C12)S(=O)(=O)N1[C@H](CNCCC1)C